BrC=1C=C(C=2N(C1)N=CC2C(=O)NC(C)C)OC 6-bromo-N-isopropyl-4-methoxypyrazolo[1,5-a]pyridine-3-formamide